octyl-dodecyl-adipic acid C(CCCCCCC)C(C(=O)O)(CCCC(=O)O)CCCCCCCCCCCC